ClC=1C(=NC(=NC1)NC1CCOCC1)C1=CC=C2CN(C(C2=C1)=O)CC(=O)N(C)C1CCCCC1 2-(6-{5-chloro-2-[(oxan-4-yl)amino]pyrimidin-4-yl}-1-oxo-2,3-dihydro-1H-isoindol-2-yl)-N-cyclohexyl-N-methylacetamide